2-(2,3-dichlorophenyl)-N-(1,1-dioxidobenzo[b]thiophen-6-yl)acetamide ClC1=C(C=CC=C1Cl)CC(=O)NC=1C=CC2=C(S(C=C2)(=O)=O)C1